C1=CC=CN2C=CC(C=C12)=O quinolizin-8(5H)-one